2-(3-((4-chlorophenyl)amino)-1-methyl-7-oxo-1,7-dihydro-6H-pyrazolo[4,3-d]pyrimidin-6-yl)-N-(3-fluoro-4-methoxyphenyl)acetamide ClC1=CC=C(C=C1)NC1=NN(C2=C1N=CN(C2=O)CC(=O)NC2=CC(=C(C=C2)OC)F)C